FC=1C=C(C=CC1)C=1N=C(C=C2C=CC=NC12)[C@@H]1CC[C@H](CC1)C(=O)O trans-4-[8-(3-Fluorophenyl)-1,7-naphthyridin-6-yl]cyclohexanecarboxylic acid